ClC1=C2C=C(NC2=CC(=C1)F)C(=O)O 4-chloro-6-fluoro-1H-indole-2-carboxylic acid